FC1=C(C=CC(=C1)F)[C@H](C(C)C)NC(CN1C(NC2=CC=CC=C2C1=O)=O)=O (S)-N-(1-(2,4-difluorophenyl)-2-methylpropyl)-2-(2,4-dioxo-1,4-dihydroquinazolin-3(2H)-yl)acetamide